ClC=1C=NC2=CC(=CC=C2C1C(=O)C1=C(C(=C(C(=C1[2H])[2H])F)[2H])[2H])OC (3-chloro-7-methoxy-4-quinolyl)-(2,3,5,6-tetradeuterio-4-fluoro-phenyl)methanone